FC1=CC=C(C=C1)OC(F)(F)F 1-fluoro-4-(trifluoromethoxy)benzene